4-(2-hydroxy-ethyl)-1-piperazineethanesulfonic acid OCCN1CCN(CC1)CCS(=O)(=O)O